C(CCC)N1CC(=C[C@@H](C1)C)C=1C=NC=C(C1)Cl (S)-1-butyl-5'-chloro-5-methyl-1,2,5,6-tetrahydro-3,3'-bipyridine